2,2'-(1,4,7,10,13,16,21,24-octaazabicyclo[8.8.8]hexacosane-4,13-diyl)bis(ethan-1-ol) N12CCN(CCNCCN(CCN(CCNCC1)CCO)CCNCCNCC2)CCO